N-methyl-3-oxopropan-1-aminium chloride [Cl-].C[NH2+]CCC=O